L-alpha-tert-Butylglycine C(C)(C)(C)[C@H](N)C(=O)O